C(C)(C)(C)OC(=O)NC1(CC(C1)CC#N)C(=O)O (1R,3R)-1-((tert-butoxycarbonyl)amino)-3-(cyanomethyl)cyclobutane-1-carboxylic acid